5-Bromo-2'-deoxycytidine tert-butyl-2-(methyl-d3)-6,7-dihydrothiazolo[5,4-c]pyridine-5(4H)-carboxylate C(C)(C)(C)C1N(CCC2=C1SC(=N2)C([2H])([2H])[2H])C(=O)OC[C@@H]2[C@H](C[C@@H](O2)N2C(=O)N=C(N)C(=C2)Br)O